CN(CC=CC=O)CC1COC1 4-(methyl(oxetan-3-ylmethyl)amino)but-2-en-1-one